3-(pyrimidine-4-yl)-2-chloro-benzenethiol N1=CN=C(C=C1)C=1C(=C(C=CC1)S)Cl